ClC1=C(C(=C(C=C1)OC)I)F 1-chloro-2-fluoro-3-iodo-4-methoxybenzene